N,N'-(Naphthalene-1,4-diyl)bis(N-(cyanomethyl)-2,3-dihydrobenzo[b][1,4]dioxine-6-sulfonamide) C1(=CC=C(C2=CC=CC=C12)N(S(=O)(=O)C1=CC2=C(OCCO2)C=C1)CC#N)N(S(=O)(=O)C1=CC2=C(OCCO2)C=C1)CC#N